1-(3-Methyl-4-(piperazin-1-yl)phenyl)dihydropyrimidine-2,4(1H,3H)-dione hydrochloride Cl.CC=1C=C(C=CC1N1CCNCC1)N1C(NC(CC1)=O)=O